6-hydroxy-4-(6-(6-(3-(methyl-sulfonyl)benzyl)-3,6-diazabicyclo[3.1.1]heptan-3-yl)pyridin-3-yl)pyrazolo[1,5-a]pyridin-3-carbonitrile OC=1C=C(C=2N(C1)N=CC2C#N)C=2C=NC(=CC2)N2CC1N(C(C2)C1)CC1=CC(=CC=C1)S(=O)(=O)C